(3-(2,2-difluorocyclopropoxy)phenyl)carbamate FC1(C(C1)OC=1C=C(C=CC1)NC([O-])=O)F